FC(C(=O)O)(F)F.NCC(CC=1N(C(NN1)=O)CC1=CC=C(C=C1)OCC1=CC=CC=C1)=C(F)F [2-(aminomethyl)-3,3-difluoro-allyl]-4-[(4-benzyloxyphenyl)methyl]-1,2,4-triazol-3-one trifluoroacetate salt